2-(5-fluoro-3-pyridinyl)-N6-[2-(1H-indol-3-yl)ethyl]-N4-isopropyl-pyrimidine-4,6-diamine FC=1C=C(C=NC1)C1=NC(=CC(=N1)NC(C)C)NCCC1=CNC2=CC=CC=C12